NCC1CCOCC1 4-(aminomethyl)oxane